phenyl 2,4,6-tris(α-hydroxyisopropyl)benzoate OC(C)(C)C1=C(C(=O)OC2=CC=CC=C2)C(=CC(=C1)C(C)(C)O)C(C)(C)O